(3R)-3-(4-chlorophenyl)-2-[(5-chloropyridin-2-yl)methyl]-6-(1,2-dimethyl-1H-imidazole-4-carbonyl)-4-fluoro-3-methoxy-2,3-dihydro-1H-isoindol-1-one ClC1=CC=C(C=C1)[C@@]1(N(C(C2=CC(=CC(=C12)F)C(=O)C=1N=C(N(C1)C)C)=O)CC1=NC=C(C=C1)Cl)OC